FC1=C2C=CNC2=CC(=C1OC1=CC=C2OCCCN3N=C(N=C3C2=C1)C(C)C=1C(=C(C=CC1)CCC(=O)OC)F)F Methyl 3-[3-[1-[14-[(4,6-difluoro-1H-indol-5-yl)oxy]-10-oxa-3,5,6-triazatricyclo[9.4.0.02,6]pentadeca-1(15),2,4,11,13-pentaen-4-yl] ethyl]-2-fluoro-phenyl]propanoate